6-(((S)-tetrahydrofuran-3-yl)oxy)pyrido[2,3-d]pyrimidin-7(8H)-one O1C[C@H](CC1)OC1=CC2=C(N=CN=C2)NC1=O